[(7S,9aR)-7-(4-chlorophenyl)-7-hydroxy-3,4,6,8,9,9a-hexahydro-1H-pyrido[1,2-a]pyrazin-2-yl]-(5-bromo-4-methylpyridin-3-yl)methanone ClC1=CC=C(C=C1)[C@]1(CC[C@H]2N(CCN(C2)C(=O)C=2C=NC=C(C2C)Br)C1)O